CC1=C(C=C(C=C1)NC(=O)[C@@H]1NCCCC1)C(N[C@H](C)C1=CC(=CC2=CC=CC=C12)C=1C=NN(C1)C)=O |&1:18| (2R)-N-(4-methyl-3-{[(1RS)-1-[3-(1-methyl-1H-pyrazol-4-yl)naphthalen-1-yl]ethyl]carbamoyl}phenyl)piperidine-2-carboxamide